hydrochloride compound with hydrochloric acid Cl.Cl